N-[(Dimethylamino)-1H-1,2,3-triazolo-[4,5-b]pyridin-1-ylmethylene]N-methylmethanaminium hexafluorophosphate F[P-](F)(F)(F)(F)F.CN(C)C(=[N+](C)C)N1N=NC2=NC=CC=C21